ClC=1C=C2C(OCCOC3=CC=CC=C3C=3C(=CC(=C(NS(C(C1C(F)F)=C2)(=O)=O)C3)F)F)=O 15-chloro-16-(difluoromethyl)-21,23-difluoro-18,18-dioxo-8,11-dioxa-18λ6-thia-19-azatetracyclo[18.3.1.113,17.02,7]pentacosa-1(24),2,4,6,13,15,17(25),20,22-nonaen-12-one